N-(azetidin-3-yl)-6-(2,8-dimethylimidazo[1,2-b]pyridazin-6-yl)-4-fluoro-1,3-benzoxazole-2-carboxamide N1CC(C1)NC(=O)C=1OC2=C(N1)C(=CC(=C2)C=2C=C(C=1N(N2)C=C(N1)C)C)F